C(\C=C\C(=O)O)(=O)O.C(C)N(C(C1=C(C=CC(=C1)F)OC1=C(N=CN=N1)N1CC2(CN(C2)[C@H](CCN(C)CCO)C(C)C)CC1)=O)C(C)C (R)-N-ethyl-5-fluoro-2-((5-(2-(1-((2-hydroxyethyl)(methyl)amino)-4-methylpent-3-yl)-2,6-diazaspiro[3.4]oct-6-yl)-1,2,4-triazin-6-yl)oxy)-N-isopropylbenzamide fumarate